2-(4-((5-fluoro-4-((4-hydroxy-4-methylcyclohexyl)methoxy)pyrimidin-2-yl)amino)-3-methyl-1H-pyrazol-1-yl)-2-methylpropanenitrile FC=1C(=NC(=NC1)NC=1C(=NN(C1)C(C#N)(C)C)C)OCC1CCC(CC1)(C)O